benzyl 4-[8-(5-carbamoyl-3-pyridyl)-1-(3,5-dichlorophenyl)-7-methoxy-4,5-dihydrobenzo[g]indazole-3-carbonyl]-3,3-dimethyl-1,4-diazepane-1-carboxylate C(N)(=O)C=1C=C(C=NC1)C1=CC2=C(CCC=3C(=NN(C23)C2=CC(=CC(=C2)Cl)Cl)C(=O)N2C(CN(CCC2)C(=O)OCC2=CC=CC=C2)(C)C)C=C1OC